6-chloro-N-[5-(2-fluoroethoxy)-4-methoxy-pyrimidin-2-yl]benzothiophene-3-sulfonamide ClC1=CC2=C(C(=CS2)S(=O)(=O)NC2=NC=C(C(=N2)OC)OCCF)C=C1